FC1(CCN(CC1)C1=CC(=C(C=C1)NC=1C=CC2=C(OCCC(N2)=O)C1)C)F 8-((4-(4,4-difluoropiperidin-1-yl)-2-methylphenyl)amino)-2,3-dihydrobenzo[b][1,4]oxazepin-4(5H)-one